BrC=1C2=C(C=NC1OC)C(=C(N2)C2=C(C=CC=C2)C)C=O 7-bromo-6-Methoxy-2-(o-tolyl)-1H-pyrrolo[3,2-c]pyridine-3-carbaldehyde